2-[2-(2,2-difluoroethyl)benzene-1-carbonyl]-8,8-dimethyl-7-oxo-2-azaspiro[3.5]non-5-ene-6-carbonitrile FC(CC1=C(C=CC=C1)C(=O)N1CC2(C1)C=C(C(C(C2)(C)C)=O)C#N)F